C(C)(C)(C)OC(=O)N1CCN(CC1)C(C(C)(C)OC1=CC(=CC(=C1)N1C[C@@H](CCC1)C(=O)OCC)C#N)=O.NC1=NN(C=C1C(=O)N)C1C(CCC1)C#N 3-amino-1-(2-cyanocyclopentyl)pyrazole-4-carboxamide tert-butyl-(R)-4-(2-(3-cyano-5-(3-(ethoxycarbonyl)piperidin-1-yl)phenoxy)-2-methylpropanoyl)piperazine-1-carboxylate